CC(=CS(=O)(=O)[O-])C1=CC=CC=C1 α-methylstyrenesulfonate